BrC1=CC=CC(=N1)N(C(OC(C)(C)C)=O)C tert-butyl (6-bromopyridin-2-yl)(methyl)carbamate